C(C)(C)(C)C=1OC2(C(N(C(C3=CC=CC=C23)=O)C)=O)C2=C(N1)C=C(C=C2)Cl 2-(tert-Butyl)-7-chloro-2'-methyl-1'H-spiro[benzo[d][1,3]oxazine-4,4'-isoquinoline]-1',3'(2'H)-dione